ClC1=NC=2N(C(=C1)NCC1=NC3=C(N1C)C=C(C(=C3)F)F)N=CC2C2CC2 5-chloro-3-cyclopropyl-N-((5,6-difluoro-1-methyl-1H-benzo[d]imidazol-2-yl)methyl)pyrazolo[1,5-a]pyrimidin-7-amine